5-(4-(hydroxymethyl)phenoxy)pentanoic acid OCC1=CC=C(OCCCCC(=O)O)C=C1